O[C@H]1[C@H]2[C@@H]3CC[C@H]([C@@H](CCCC(C)C)C)[C@]3(CC[C@@H]2[C@]2(CCC(C=C2C1)=O)C)C 7α-hydroxy-4-cholestene-3-one